5-Amino-1-(1-cyclopropylethyl)-3-[4-[[(2-methoxybenzoyl)amino]methyl]phenyl]pyrazole-4-carboxamide NC1=C(C(=NN1C(C)C1CC1)C1=CC=C(C=C1)CNC(C1=C(C=CC=C1)OC)=O)C(=O)N